copper-cobalt-gold [Au].[Co].[Cu]